Br.C(C)N(CC)CC1=CC=C(C=C1)C=1C=CC2=C(C=C(O2)C(=O)C=2C=C(C(=C(C2)O)O)O)C1 5-[(5-{4-[(Diethylamino)methyl]phenyl}-1-benzofuran-2-yl)carbonyl]benzene-1,2,3-triol Hydrobromide